4-butoxy-β-piperidyl-propiophenone C(CCC)OC1CCN(CC1)CCC(=O)C1=CC=CC=C1